4-(4-((1R,5S)-3,8-diazabicyclo[3.2.1]octan-8-yl)-2-((2-methyl-1,2,3,4-tetrahydroisoquinolin-7-yl)oxy)quinazolin-7-yl)naphthalen-2-ol [C@H]12CNC[C@H](CC1)N2C2=NC(=NC1=CC(=CC=C21)C2=CC(=CC1=CC=CC=C21)O)OC2=CC=C1CCN(CC1=C2)C